(1R,3S)-3-(3-{[(5-methylpyridin-2-yl)acetyl]amino}-1H-pyrazol-5-yl)cyclopentyl(1-methylcyclopropyl)carbamate CC=1C=CC(=NC1)CC(=O)NC1=NNC(=C1)[C@@H]1C[C@@H](CC1)N(C([O-])=O)C1(CC1)C